tert-butylbenzene iodonium salt [IH2+].C(C)(C)(C)C1=CC=CC=C1